Cl.C=1(C=2N(C=CN1)C=CC2)N2C[C@H](CC2)N (S)-1-(pyrrolo[1,2-a]pyrazin-1-yl)pyrrolidin-3-amine hydrochloride salt